OC1CN(C2=C(CC1)C=CC=C2)C(=O)OCC2=CC=CC=C2 benzyl 3-hydroxy-2,3,4,5-tetrahydro-1-benzazepine-1-carboxylate